tert-butyl 2-((2-((5-chloro-2-(4-chloro-1H-1,2,3-triazol-1-yl)phenyl)amino)-2-oxoethyl)amino)-3-(p-tolyl)propanoate ClC=1C=CC(=C(C1)NC(CNC(C(=O)OC(C)(C)C)CC1=CC=C(C=C1)C)=O)N1N=NC(=C1)Cl